C(C)(C)(C)C1N(CCC(C1)CC1=CC=CC=2OC(OC21)(C)C2=NC=C(C=C2)Cl)C(=O)O.COC2CN[C@@H]1CC3=CNC4=CC=CC([C@H]1C2)=C34 methoxyergoline tert-Butyl-4-((2-(5-chloropyridin-2-yl)-2-methylbenzo[d][1,3]dioxol-4-yl)methyl)piperidine-1-carboxylate